FC(C(=O)OCC)(F)F ethyl 2,2,2-trifluoroacetate